methyl 4-[9-[1-[[6-chloro-2-(1-methylpyrazol-4-yl)-3-pyridyl]amino]ethyl]-4,7-dimethyl-5-oxo-pyrazolo[3,4-c]isoquinolin-3-yl]piperidine-1-carboxylate ClC1=CC=C(C(=N1)C=1C=NN(C1)C)NC(C)C=1C=2C3=C(N(C(C2C=C(C1)C)=O)C)N(N=C3)C3CCN(CC3)C(=O)OC